(R)-2-(4-(chroman-7-ylmethyl)-2-(2-isopropylphenyl)piperazin-1-yl)-7-azaspiro[3.5]nonane O1CCCC2=CC=C(C=C12)CN1C[C@H](N(CC1)C1CC2(C1)CCNCC2)C2=C(C=CC=C2)C(C)C